Cl.Cl.CN1N=CC(=C1)C=1N=C(C=2N(C1)N=CC2C#N)C=2C=NC(=CC2)N2CCNCC2 6-(1-methyl-1H-pyrazol-4-yl)-4-(6-(piperazin-1-yl)pyridin-3-yl)pyrazolo[1,5-a]Pyrazine-3-carbonitrile dihydrochloride